ClC=1C=C(C=CC1C(=O)N1CCN(CC1)C(CC1C[N+](CC1)(C)C)=O)NC(=O)C=1N(C(=CN1)C1=C(C(=C(C=C1)OC)F)F)C N-[3-chloro-4-[4-[2-(1,1-dimethylpyrrolidin-1-ium-3-yl)acetyl]piperazine-1-carbonyl]phenyl]-5-(2,3-difluoro-4-methoxy-phenyl)-1-methyl-imidazole-2-carboxamide